CN1CC(C1)OC1=C(C=C(C=C1)[N+](=O)[O-])C 1-methyl-3-(2-methyl-4-nitrophenoxy)azetidine